METHYL 3-(3-CHLOROPYRIDIN-2-YL)-4-CYCLOPROPYLISOTHIAZOLE-5-CARBOXYLATE ClC=1C(=NC=CC1)C1=NSC(=C1C1CC1)C(=O)OC